ClC=1C=CC2=C(OC3=C2C=CC(=C3)C=3C2=CC=CC=C2C(=C2C=CC=CC32)C3=CC=CC2=CC=CC=C32)C1 3-chloro-7-(10-(naphthalene-1-yl)anthracen-9-yl)dibenzofuran